N-(2-(((cis-4-(2,3-difluorophenyl)cyclohexyl)oxy)methyl)pyridin-3-yl)methanesulfonamide tert-Butyl-2-(3-isopropylphenyl)-7-azaspiro[3.5]nonane-7-carboxylate C(C)(C)(C)OC(=O)N1CCC2(CC(C2)C2=CC(=CC=C2)C(C)C)CC1.FC1=C(C=CC=C1F)[C@H]1CC[C@H](CC1)OCC1=NC=CC=C1NS(=O)(=O)C